FC(C=1C=C(C=NC1)OC1=CC=C(OCC(=O)O)C=C1)(F)F 2-[4-[[5-(trifluoromethyl)-3-pyridyl]oxy]phenoxy]acetic acid